1-(2-isopropylpyridin-3-yl)-3-methyl-7-(4-(1-methyl-4-(trifluoromethyl)-1H-imidazol-2-yl)phenyl)-6,7,8,9-tetrahydro-5H-imidazo[1,5-d][1,4]diazepine C(C)(C)C1=NC=CC=C1C=1N=C(N2CCN(CCC21)C2=CC=C(C=C2)C=2N(C=C(N2)C(F)(F)F)C)C